(1R,2S,3R,5R)-3-{4-chloro-5-iodopyrrolo[2,3-d]pyrimidin-7-yl}-5-[({3-[(2-phenylethyl)amino]propyl}amino)methyl]cyclopentane-1,2-diol ClC=1C2=C(N=CN1)N(C=C2I)[C@H]2[C@@H]([C@@H]([C@H](C2)CNCCCNCCC2=CC=CC=C2)O)O